5-[1-(trideuteromethyl)pyrazol-4-yl]Pyridine-3-ol dihydrochloride Cl.Cl.[2H]C(N1N=CC(=C1)C=1C=C(C=NC1)O)([2H])[2H]